phosphonoethylcarbamate P(=O)(O)(O)CCNC([O-])=O